m-(Glycidyloxy)-N,N-diglycidylanilin C(C1CO1)OC=1C=C(N(CC2CO2)CC2CO2)C=CC1